FC=1C(=CC2=C(N=C(O2)C)C1)COC1=CC=CC(=N1)C1CCN(CC1)CC1=NC=2C(=NC(=CC2)C(=O)O)N1C[C@H]1OCC1 (S)-2-((4-(6-((5-Fluoro-2-methylbenzo[d]oxazol-6-yl)methoxy)pyridin-2-yl)piperidine-1-yl)methyl)-3-(oxetan-2-ylmethyl)-3H-imidazo[4,5-b]pyridine-5-carboxylic acid